N-(8-cyanoimidazo[1,2-a]pyridin-6-yl)-4-fluoro-3-methoxy-N-methyl-benzamide C(#N)C=1C=2N(C=C(C1)N(C(C1=CC(=C(C=C1)F)OC)=O)C)C=CN2